ClC1=CC(=C(C=C1)N(C(=O)C1=NC(=CN=C1)C1=CC=C(C=C1)C(F)(F)F)C)C N-(4-chloro-2-methylphenyl)-N-methyl-6-(4-(trifluoromethyl)phenyl)pyrazine-2-carboxamide